ClC=1C(=C(C=CC1F)[C@@H](NC(=O)N1CC(NCC1)=O)[C@@H]1CC[C@H](CC1)C(F)(F)F)F N-((S)-(3-chloro-2,4-difluorophenyl)(trans-4-(trifluoromethyl)cyclohexyl)-methyl)-3-oxopiperazine-1-carboxamide